C(C1=CC=CC=C1)C1(CNCCC1)C(=O)O 3-benzyl-piperidine-3-carboxylic acid